3-oxopimelate O=C(CC(=O)[O-])CCCC(=O)[O-]